CCC(CCCCCCC)=O decan-3-one